4-(4-(5-(2-aminopyridin-4-yl)-2-methyl-3H-imidazo[4,5-b]pyridin-3-yl)-2-fluorophenyl)piperazin NC1=NC=CC(=C1)C1=CC=C2C(=N1)N(C(=N2)C)C2=CC(=C(C=C2)N2CCNCC2)F